FC1([C@H](C=2C(=CN(C2CC1)C1=CC(=C(C#N)C=C1)C(F)F)S(=O)(=O)C)O)F (S)-4-(5,5-Difluoro-4-hydroxyl-3-(methylsulfonyl)-4,5,6,7-tetrahydro-1H-indol-1-yl)-2-(difluoromethyl)benzonitrile